C(C)OC(C(=O)NC1=NC=CC(=C1)C=1C=C2C(=NNC2=C(C1)C#CC(C)(C)C)N)=O 2-((4-(3-Amino-7-(3,3-dimethylbut-1-yn-1-yl)-1H-indazol-5-yl)pyridin-2-yl)amino)-2-oxoacetic acid ethyl ester